2-hydroxy-2-cyclohexenone OC=1C(CCCC1)=O